NC1=CC2=C(OCC(CN2)OCC(=O)O)C=C1 7-amino-2,3,4,5-tetrahydro-3-carboxymethoxybenzo[b][1,4]oxazepine